ClC=1N=NC(=CC1C(=O)NC1C=2C=NN(C2CCC1)C)Cl 3,6-dichloro-N-(1-methyl-4,5,6,7-tetrahydro-1H-indazol-4-yl)pyridazine-4-carboxamide